4-[(3-chloro-4-fluoro-phenyl)amino]-6-[2-(2,2-dimethyl-6-oxo-morpholin-4-yl)-ethoxy]-7-[(R)-(tetrahydrofuran-2-yl)methoxy]-quinazoline ClC=1C=C(C=CC1F)NC1=NC=NC2=CC(=C(C=C12)OCCN1CC(OC(C1)=O)(C)C)OC[C@@H]1OCCC1